ClC=1C(=NC(=NC1)NC=1C=C2C=NC(C2=CC1)=O)NC1CCNCC1 5-{[5-chloro-4-(piperidin-4-ylamino)pyrimidin-2-yl]amino}isoindol-1-one